3-fluoro-5-((6-(3-methylisoxazol-4-yl)-1-oxoisoquinolin-2(1H)-yl)methyl)-N-(tetrahydro-2H-pyran-4-yl)benzamide FC=1C=C(C(=O)NC2CCOCC2)C=C(C1)CN1C(C2=CC=C(C=C2C=C1)C=1C(=NOC1)C)=O